(2R)-N-{4-[5-cyclopropyl-3-(4-fluorophenyl)-4-oxo-4,5-dihydro-1H-pyrrolo[3,2-c]pyridin-2-yl]pyridin-2-yl}-4,4-difluoro-2-(4-fluorophenyl)butanamide C1(CC1)N1C(C2=C(C=C1)NC(=C2C2=CC=C(C=C2)F)C2=CC(=NC=C2)NC([C@H](CC(F)F)C2=CC=C(C=C2)F)=O)=O